ClC1=CC=C(OC2=CC(=C(C=C3C(=C(C4=CC(=CC=C34)F)CC(=O)O)C)C=C2)C(F)(F)F)C=C1 2-(1-(4-(4-chlorophenoxy)-2-(trifluoromethyl)benzylidene)-5-fluoro-2-methyl-1H-inden-3-yl)acetic acid